4-bromo-3-chloro-5-methoxypyridine BrC1=C(C=NC=C1OC)Cl